7-methyl-8-oxononanoic acid CC(CCCCCC(=O)O)C(C)=O